FC(F)C=1N(C(C=C(C1C1=CC=NC=C1OC)C(=O)O)=O)C=1OC(=NN1)C (difluoromethyl)-5'-methoxy-1-(5-methyl-1,3,4-oxadiazol-2-yl)-6-oxo-1,6-dihydro-[3,4'-bipyridine]-4-carboxylic acid